2,3-difluoropyridin FC1=NC=CC=C1F